NCCCCCCNC(OCC1C2=CC=CC=C2C=2C=CC=CC12)=O (9H-fluoren-9-yl)methyl (6-aminohexyl)carbamate